FC1(CCN(CC1)C=1C=C(C=C2C=CC(=NC12)O)NC=O)F N-[8-(4,4-difluoropiperidinyl)-2-hydroxy(6-quinolyl)]carboxamide